2-((2'-((((1R,2S)-1-(3,5-bis(trifluoromethyl)phenyl)-1-hydroxypropan-2-yl)(isopropyl)amino)methyl)-6-methoxy-4-methyl-4'-(trifluoromethyl)-[1,1'-biphenyl]-3-yl)oxy)acetic acid FC(C=1C=C(C=C(C1)C(F)(F)F)[C@H]([C@H](C)N(C(C)C)CC1=C(C=CC(=C1)C(F)(F)F)C1=CC(=C(C=C1OC)C)OCC(=O)O)O)(F)F